pivaloylphenylphosphine oxide C(C(C)(C)C)(=O)P(C1=CC=CC=C1)=O